tert-butyl 2-(4-((4-(4-(2-(2-(tosyloxy)ethoxy)ethoxy)phenyl)piperidin-1-yl)sulfonyl)benzamido)acetate S(=O)(=O)(C1=CC=C(C)C=C1)OCCOCCOC1=CC=C(C=C1)C1CCN(CC1)S(=O)(=O)C1=CC=C(C(=O)NCC(=O)OC(C)(C)C)C=C1